C(=C(N=C=S)N=C=S)=S ethylene diisothiocyanate sulfide